C1(CC1)C1=C(C=CC(=N1)C(=O)NC)N1CCN(CC1)CC=1C=NC=2C=C(C(NC2C1)=O)CC 6-cyclopropyl-5-(4-((7-ethyl-6-oxo-5,6-dihydro-1,5-naphthyridin-3-yl)methyl)piperazin-1-yl)-N-methylpicolinamide